(S)-3-methyl-4-(2,2,2-trifluoroethyl)-8-(5-(trifluoromethyl)-1,2,4-oxadiazol-3-yl)-2,3,4,5-tetrahydrobenzo[f][1,4]oxazepine C[C@H]1COC2=C(CN1CC(F)(F)F)C=CC(=C2)C2=NOC(=N2)C(F)(F)F